C(C)OC1=C(C=C2CCN(C(C2=C1)CCC1=CN(C2=CC=C(C=C12)OC)C)C(=O)N1CCOCC1)OC (7-ethoxy-6-methoxy-1-(2-(5-methoxy-1-methyl-1H-indol-3-yl)ethyl)-3,4-dihydroisoquinolin-2(1H)-yl)(morpholino)methanone